FC(C1=C(C(=CC=C1)F)N1CCC(CC1)NC(C)C=1C(=NN(C1)C1OCCCC1)NCC1=C(C=CC=C1)C(F)(F)F)F [1-(2-Difluoromethyl-6-fluorophenyl)-piperidin-4-yl]-{1-[1-(tetrahydro-pyran-2-yl)-3-(2-trifluoromethyl-benzylamino)-1H-pyrazol-4-yl]-ethyl}-amine